CC1=CC(=NN1)NC=1C2=C(N=C(N1)N[C@@H]1CC[C@H](CC1)CC#N)C=CN2 Trans-2-[4-[(4-[(5-methyl-1H-pyrazol-3-yl)amino]-5H-pyrrolo[3,2-d]pyrimidin-2-yl)amino]cyclohexyl]acetonitrile